(7-chloro-6-(1-(4-cyano-3-fluorotetrahydro-2H-pyran-4-yl)piperidin-4-yl)isoquinolin-3-yl)-6-oxaspiro[2.5]octane-1-carboxamide ClC1=C(C=C2C=C(N=CC2=C1)C1(CC12CCOCC2)C(=O)N)C2CCN(CC2)C2(C(COCC2)F)C#N